N1(CCCC1)C1=CC=C(C=C1)C=1C=C(C=CC1)C1=CC=CC=C1 4''-pyrrolidin-1-yl-[1,1':3',1'']-terphenyl